dimethyl-propyl-ethoxysilane C[Si](OCC)(CCC)C